N-((3-((5-((3S,4S)-4-amino-3-methyl-2-oxa-8-azaspiro[4.5]decan-8-yl)pyrazin-2-yl)thio)-2-chloro-phenyl)carbamoyl)-3-fluoro-benzenesulfonamide N[C@@H]1[C@@H](OCC12CCN(CC2)C=2N=CC(=NC2)SC=2C(=C(C=CC2)NC(=O)NS(=O)(=O)C2=CC(=CC=C2)F)Cl)C